CC1=C(C=CC(=C1)C)N1CCN(CC1)CC=1C(=CC(=C2C(C(=COC12)C1=CC=C(C=C1)OC)=O)O)O 8-{[4-(2,4-dimethylphenyl)piperazin-1-yl]methyl}-5,7-dihydroxy-3-(4-methoxyphenyl)-4H-chromen-4-one